NCC1CC2(C1)OC(N(C2)[C@@H](C)C=2C=CC=C1C(=C(NC21)C(=O)O)C=2C=NC=C(C2)O)=O 7-((S)-1-((2S,4r)-2-(aminomethyl)-6-oxo-5-oxa-7-azaspiro[3.4]oct-7-yl)ethyl)-3-(5-hydroxypyridin-3-yl)-1H-indole-2-carboxylic acid